OCC(CN1N=NC(=C1)CCCC(=O)O)CO 4-(1-(3-hydroxy-2-(hydroxymethyl)propyl)-1H-1,2,3-triazol-4-yl)butanoic acid